BrC1=CC(=NC=N1)N1CCC(CC1)C(=O)N1OCC[C@H]1C=1C=C(C=NC1)C#N 5-[(3S)-2-[1-(6-bromopyrimidin-4-yl)piperidine-4-carbonyl]isoxazolidin-3-yl]pyridine-3-carbonitrile